CN(C=1C=C(C(=O)O)C=CC1[C@H]1CC2(CC2)CCN1CC1=C2C=CNC2=C(C=C1OC)C)C (R)-3-(dimethylamino)-4-(6-((5-methoxy-7-methyl-1H-indol-4-yl)methyl)-6-azaspiro[2.5]octan-5-yl)benzoic acid